1-(4-((1-(3-fluoropropyl)pyrrolidin-3-yl)oxy)phenyl)ethan-1-one FCCCN1CC(CC1)OC1=CC=C(C=C1)C(C)=O